N1,N1-dimethyl-N4-(2-((1-methylcyclohexyl)amino)phenyl)benzene-1,4-disulfonamide CN(S(=O)(=O)C1=CC=C(C=C1)S(=O)(=O)NC1=C(C=CC=C1)NC1(CCCCC1)C)C